(2-(methylthio)-4-(pent-3-ylamino)pyrimidin-5-yl)methanol CSC1=NC=C(C(=N1)NC(CC)CC)CO